N1(CCC1)CC=1NC(C=2SC(=C3OCCCC1C23)C=2C=NNC2)=O 5-(azetidin-1-ylmethyl)-1-(1H-pyrazol-4-yl)-4,6,7,8-tetrahydro-3H-9-oxa-2-thia-4-azabenzo[cd]azulen-3-one